F[P-](F)(F)(F)(F)F.C[NH2+]C dimethylammonium hexafluorophosphate